ClCCCCC#C 6-chloro-1-hexyne